NCCCN1CCN(CC1)CCCN(C/C=C/C(=O)OC)C methyl (E)-4-[3-[4-(3-aminopropyl) piperazin-1-yl]propyl-methyl-amino]but-2-enoate